ClC1=CC(=NC(=C1)NC1=C(C=CC=C1)F)C(=O)NC1=CC2=C(OCCO2)C=C1 4-Chloro-N-(2,3-dihydrobenzo[b][1,4]dioxin-6-yl)-6-((2-fluorophenyl)amino)pyridineamide